FC(CCNC(OC(C)(C)C)=O)(S(=O)(=O)C1=NC=CC=C1)F tert-butyl (3,3-difluoro-3-(pyridin-2-ylsulfonyl)propyl)carbamate